C1(=CC=CC=C1)C1=C(C=CC(=C1)C(C)(C)C1=CC=C(C=C1)O)O phenyl-4,4'-isopropylidenediphenol